(3S)-3-{[N-(4-methoxy-1H-indole-2-carbonyl)-L-leucyl]amino}-2-oxo-4-[(3S)-2-oxopiperidin-3-yl]butyl 2,6-dichlorobenzoate ClC1=C(C(=O)OCC([C@H](C[C@H]2C(NCCC2)=O)NC([C@@H](NC(=O)C=2NC3=CC=CC(=C3C2)OC)CC(C)C)=O)=O)C(=CC=C1)Cl